hydroxy-1-naphthaldehyde thiosemicarbazone iridium (III) [Ir+3].OC1=C(C2=CC=CC=C2C=C1)C=NNC(=S)N